1,3-bis(6-butoxyhexyl)imidazolium tert-Butyl-6-(3a-bromo-4,7-dimethyl-1,3,8-trioxo-5,6-diphenyl-1,3,3a,4,7,7a-hexahydro-2H-4,7-methanoisoindol-2-yl)hexanoate C(C)(C)(C)OC(CCCCCN1C(C2C3(C(=C(C(C2(C1=O)Br)(C3=O)C)C3=CC=CC=C3)C3=CC=CC=C3)C)=O)=O.C(CCC)OCCCCCCN3C=[N+](C=C3)CCCCCCOCCCC